P(OC(C)C)([O-])([O-])=O isopropyl phosphorate